6-[4-[(R)-amino(4,5-dichloro-2-hydroxyphenyl)methyl]piperidine-1-carbonyl]-2H-pyridazin-3-one N[C@H](C1CCN(CC1)C(=O)C=1C=CC(NN1)=O)C1=C(C=C(C(=C1)Cl)Cl)O